N-[5-(4-amino-7-methyl-5-{4-[(6-methylpyridin-2-yl)oxy]phenyl}-7H-pyrrolo[2,3-d]pyrimidin-6-yl)-1-methyl-1H-pyrazol-3-yl]prop-2-enamide NC=1C2=C(N=CN1)N(C(=C2C2=CC=C(C=C2)OC2=NC(=CC=C2)C)C2=CC(=NN2C)NC(C=C)=O)C